CC1CCC(N1)=C(C(=O)OCC)C(=O)OCC 1,3-diethyl 2-(5-methylpyrrolidin-2-ylidene)propanedioate